1-methyl-2-((7-(trifluoromethyl)benzo[d]oxazol-2-yl)amino)-1H-benzo[d]imidazole-5-carboxylic acid CN1C(=NC2=C1C=CC(=C2)C(=O)O)NC=2OC1=C(N2)C=CC=C1C(F)(F)F